C[C@@H]1[C@@H](C(=O)N[C@H](C(=O)N[C@H]2CC[C@H](N(C2=O)[C@H](C(=O)N([C@H](C(=O)N[C@H](C(=O)O1)C(C)C)CC3=CC(=C(C=C3)O)Br)C)[C@H](C)O)O)CCC4=CC=C(C=C4)O)NC(=O)[C@H](C(C)C)NC(=O)[C@H](C)NC(=O)[C@H](CCCC5=CC=C(C=C5)O)NC(=O)[C@@H](CO)O The molecule is a 19-membered cyclodepsipeptide isolated from the marine cyanobacterium Oscillatoria sp. It exhibits significant inhibitory activity against the enzyme chymotrypsin (EC 3.4.21.1). It has a role as a metabolite and an EC 3.4.21.1 (chymotrypsin) inhibitor. It is a macrocycle, an organobromine compound and a cyclodepsipeptide. It derives from a D-glyceric acid.